4-(4-hydroxyphenylisopropyl)phenoxymethane OC1=CC=C(C=C1)C(C)(C)C1=CC=C(OC)C=C1